4-(chlorodimethyl-silyl)styrene Cl[Si](C1=CC=C(C=C)C=C1)(C)C